6-chloro-3,4-dimethylpyridin-2-amine ClC1=CC(=C(C(=N1)N)C)C